C(#N)C1=CC=C(C2=C1CCO2)C2C(=C(NC1=C(C=NC(=C21)OC2CCCC2)C)C)C(=O)N 4-(4-cyano-2,3-dihydrobenzofuran-7-yl)-5-cyclopentyloxy-2,8-dimethyl-1,4-dihydro-1,6-naphthyridine-3-carboxamide